methyl (S)-2-(3-((tert-butoxycarbonyl)amino)prop-1-yn-1-yl)-4-(2-(4-(4-chlorophenyl)-2,3,9-trimethyl-6H-thieno[3,2-f][1,2,4]triazolo[4,3-a][1,4]diazepin-6-yl)acetamido)benzoate C(C)(C)(C)OC(=O)NCC#CC1=C(C(=O)OC)C=CC(=C1)NC(C[C@H]1C=2N(C3=C(C(=N1)C1=CC=C(C=C1)Cl)C(=C(S3)C)C)C(=NN2)C)=O